tert-butyl 4-(6-fluoro-7-iodo-2-methyl-isoindolin-4-yl)piperazine-1-carboxylate FC1=CC(=C2CN(CC2=C1I)C)N1CCN(CC1)C(=O)OC(C)(C)C